8-methoxy-7-[(3S)-oxopyrrolidin-3-yloxy]Pyrazolo[1,5-a]Quinazolin-5-amine COC1=C(C=C2C(=NC=3N(C2=C1)N=CC3)N)O[C@@H]3C(NCC3)=O